FC(C(=O)O)(F)F.ClC=1C=C2C=CN(C2=C(C1)C1=C2C(=NC=C1)C=C(S2)CN2C([C@@H](CC2=O)NC(OCC2=CC=CC=C2)=O)=O)CC2(CCNCC2)C#N Benzyl (R)-(1-((7-(5-chloro-1-((4-cyanopiperidin-4-yl)methyl)-1H-indol-7-yl) Thieno[3,2-b]pyridin-2-yl)methyl)-2,5-dioxopyrrolidin-3-yl)carbamate trifluoroacetate